2-(((S)-1-methylpyrrolidine-2-yl)methoxy)pyrido[2,3-d]pyrimidine CN1[C@@H](CCC1)COC=1N=CC2=C(N1)N=CC=C2